FC1=C(C=CC(=C1)F)N1CCN(CC1)CC1=CC=C2C(N(C(NC2=C1)=O)C)=S 7-((4-(2,4-difluorophenyl)piperazin-1-yl)methyl)-3-methyl-4-thioxo-3,4-dihydroquinazolin-2(1H)-one